(R)-1-(2-chloropyridin-3-yl)ethyl (4-(5-((1r,3R)-3-cyanocyclobutane-1-carboxamido)pyridin-2-yl)-1-methyl-1H-1,2,3-triazol-5-yl)carbamate C(#N)C1CC(C1)C(=O)NC=1C=CC(=NC1)C=1N=NN(C1NC(O[C@H](C)C=1C(=NC=CC1)Cl)=O)C